C(C)(=O)NC(C=1C(=C(C(=C2C=NNC12)C=1N=CC=2N(C1)C=C(N2)NC(=O)C2C(C2)F)Cl)F)C#N N-(6-(7-(acetamido(cyano)methyl)-5-chloro-6-fluoro-1H-indazol-4-yl)imidazo[1,2-a]pyrazin-2-yl)-2-fluorocyclopropane-1-carboxamide